Perfluoroacrylat FC(C(=O)[O-])=C(F)F